O([C@@H]1[C@H](O)[C@@H](O)[C@H](O)[C@H](O1)CO)[14CH3] [14C]-methyl α-D-glucopyranoside